C(C1=CC=CC=C1)NC=1C=2N(N=C(C1)NC1CCCC1)C(=NN2)C(C)C N8-benzyl-N6-cyclopentyl-3-isopropyl-[1,2,4]triazolo[4,3-b]pyridazine-6,8-diamine